(S)-6-(5-cyanopyrazin-2-ylamino)-N-methyl-4-(piperidin-3-ylmethylamino)pyridazine-3-carboxamide C(#N)C=1N=CC(=NC1)NC1=CC(=C(N=N1)C(=O)NC)NC[C@@H]1CNCCC1